(N-[α-maleimidoacetoxy])succinimide C1(C=CC(N1CC(=O)ON1C(CCC1=O)=O)=O)=O